FC1=CC2=C(N([C@H](C(N[C@@H](C2)CO)=O)C(C)C)C)C=C1O (2S,5S)-8-fluoro-9-hydroxy-5-(hydroxymethyl)-2-isopropyl-1-methyl-1,4,5,6-tetrahydrobenzo[e][1,4]diazocin-3(2H)-one